methyl taurate sodium salt [Na].NCCS(=O)(=O)OC